COC1=C(C=C2OC=3C=CN=C(C3C2=C1)OC1CNCC1)OCCCN1CCCC1 12-methoxy-11-[3-(pyrrolidin-1-yl)propoxy]-3-(pyrrolidin-3-yloxy)-8-oxa-4-azatricyclo[7.4.0.02,7]trideca-1(13),2(7),3,5,9,11-hexaene